O1COC2=C1C=CC(=C2)N(C(=O)C=2C=C(C=CC2)N2N=C(C(=C2C(=O)OC(C)(C)C)Cl)C)C tert-butyl 2-[3-[1,3-benzodioxol-5-yl(methyl)carbamoyl]phenyl]-4-chloro-5-methyl-pyrazole-3-carboxylate